C(C)(C)(C)OC(=O)N1C(CC(CC1)OC1=NC(=NC(=C1)O[C@@H](C)[C@H]1N(C[C@H](C1)F)C)C(N)=NO)CC#N 2-(cyanomethyl)-4-({6-[(1S)-1-[(2S,4S)-4-fluoro-1-methylpyrrolidin-2-yl]ethoxy]-2-(N'-hydroxycarbamimidoyl)pyrimidin-4-yl}oxy)piperidine-1-carboxylic acid tert-butyl ester